tert-Butyl N-[trans-4-[4-methyl-5-[[3-(trifluoromethyl)phenoxy]methyl]-1,2,4-triazol-3-yl]cyclohexyl]carbamate CN1C(=NN=C1COC1=CC(=CC=C1)C(F)(F)F)[C@@H]1CC[C@H](CC1)NC(OC(C)(C)C)=O